[Cl-].C([O-])([O-])=O.[Co+3] cobalt carbonate chloride